(6-Chloro-3-iodo-1-((2-(trimethylsilyl)ethoxy)methyl)-1H-pyrazolo[3,4-b]pyrazin-5-yl)methanol ClC1=C(N=C2C(=N1)N(N=C2I)COCC[Si](C)(C)C)CO